FC1=CC=C(C=C1)NC(=O)C=1C(NN(CC1O)C=1C=NC(=CC1)C(F)(F)F)=O N-(4-fluorophenyl)-5-hydroxy-3-oxo-1-(6-(trifluoromethyl)pyridin-3-yl)-1,2,3,6-tetrahydropyridazine-4-carboxamide